C(C)OC1=C(C=CC(=C1)COCC(CC)C)O 2-ethoxy-4-((2-methylbutoxy)methyl)phenol